CN1C=NC=C1C1=CC=CC(=N1)C(=O)NC=1C=NC=CC1 6-(1-methyl-1H-imidazol-5-yl)-N-(pyridin-3-yl)pyridineamide